p-ethoxy-phenyl-dimethyl-methane C(C)OC1=CC=C(C=C1)C(C)C